2-dimethylphosphoryl-N,9-bis[(4-methoxyphenyl)methyl]purin-6-amine CP(=O)(C)C1=NC(=C2N=CN(C2=N1)CC1=CC=C(C=C1)OC)NCC1=CC=C(C=C1)OC